OCCOCCNC(=O)C1=CC2=C(N(C=N2)C)C=C1 methyl-1H-benzoimidazole-5-carboxylic acid [2-(2-hydroxy-ethoxy)-ethyl]-amide